4-{[7-(6-amino-pyrimidin-4-ylamino)-3-methyl-3H-imidazo[4,5-b]pyridin-5-yl]-methyl-amino}-3-ethyl-5-fluoro-benzonitrile NC1=CC(=NC=N1)NC1=C2C(=NC(=C1)N(C1=C(C=C(C#N)C=C1F)CC)C)N(C=N2)C